1-(2-chlorobenzyl)-1H-1,2,3-triazole ClC1=C(CN2N=NC=C2)C=CC=C1